calcium diperiodate I(=O)(=O)(=O)[O-].I(=O)(=O)(=O)[O-].[Ca+2]